ClCC=1C=C(C=CC1OC1=CC=CC=C1)NC(NC1=CC=CC=C1)=O 3-[3-(Chloromethyl)-4-phenoxyphenyl]-1-phenylurea